FC1=C(C=CC=C1F)C1=CC=2C=C3N(CCN(C3)C(CCOCCC)=O)C2N=C1 1-(3-(3-(2,3-difluorophenyl)-8,9-dihydropyrido[3',2':4,5]pyrrolo[1,2-a]pyrazin-7(6H)-yl)-3-oxopropoxy)propan